NCCCC1=CC=C(C=C1)CCCSC1=C2CN(C(C2=CC=C1)=O)C1CNCCC1 3-(4-((3-(4-(3-aminopropyl)phenyl)propyl)thio)-1-oxoisoindolin-2-yl)piperidine